N-(cyclopropylmethyl)-2-(4-((8-fluoro-3-(phenylsulfonyl)-7-(o-tolyl)pyrrolo[3,2-e]indazol-6(3H)-yl)methyl)phenyl)ethan-1-amine C1(CC1)CNCCC1=CC=C(C=C1)CN1C(=C(C=2C=3C=NN(C3C=CC21)S(=O)(=O)C2=CC=CC=C2)F)C2=C(C=CC=C2)C